6-ethoxy-1-methyl-4-[4-(5-methyl-1,3-benzooxazol-2-yl)piperidin-1-yl]-2-oxo-1,2-dihydroquinoline-3-carboxamide C(C)OC=1C=C2C(=C(C(N(C2=CC1)C)=O)C(=O)N)N1CCC(CC1)C=1OC2=C(N1)C=C(C=C2)C